FC1=C(C(=CC(=C1F)F)F)S(=O)(=O)Cl 2,3,4,6-tetrafluorobenzenesulfonyl chloride